ClC=1C(=NC(=NC1)NC=1C=C(C=NC1)N1C(CCC1)=O)C1=CC(=CC=C1)C=1C=NC=CC1 1-(5-((5-chloro-4-(3-(pyridin-3-yl)phenyl)pyrimidin-2-yl)amino)pyridin-3-yl)pyrrolidin-2-one